[Cu].[Sc] scandium-copper